1,3,5-tri(dimethylisopropoylamino)benzene platinum (0) [Pt].CC(C(C)=O)(NC1=CC(=CC(=C1)NC(C(C)=O)(C)C)NC(C(C)=O)(C)C)C